NC1=CC(=C2C(=N1)CCC2NC([C@H](C)NC(=O)[C@@H]2NC[C@H](C2)CC2=CC=C(C=C2)F)=O)Cl (2R,4S)-N-((2S)-1-((2-amino-4-chloro-6,7-dihydro-5H-cyclopenta[b]pyridin-5-yl)amino)-1-oxopropan-2-yl)-4-(4-fluorobenzyl)pyrrolidine-2-carboxamide